(4-(4-(aminomethyl)-1-oxo-1,2-dihydro-phthalazin-6-yl)-1-methyl-1H-pyrazol-5-yl)-4-chloro-6-(3-(difluoromethylene)pyrrolidin-1-yl)-3-fluorobenzonitrile NCC1=NNC(C2=CC=C(C=C12)C=1C=NN(C1C1=C(C#N)C(=CC(=C1F)Cl)N1CC(CC1)=C(F)F)C)=O